ethyl 5-formyl-4-(hydroxymethyl)-1-methylpyrrole-2-carboxylate C(=O)C1=C(C=C(N1C)C(=O)OCC)CO